(2S,4R)-4-fluoro-N-[(S)-[3-fluoro-4-(propan-2-yl)phenyl](phenyl)methyl]-1-[(2R) or (2S)-2-(1H-1,2,3-triazol-5-yl)propanoyl]pyrrolidine-2-carboxamide F[C@@H]1C[C@H](N(C1)C([C@H](C)C1=CN=NN1)=O)C(=O)N[C@@H](C1=CC=CC=C1)C1=CC(=C(C=C1)C(C)C)F |o1:7|